CC1=C(C(=O)O)C=CC(=C1)C#CC1=C(C=CC=C1)NS(=O)(=O)C1=CC2=CC=CC=C2C=C1 2-methyl-4-{2-[2-(naphthalene-2-sulfonamido)phenyl]ethynyl}benzoic acid